(S)-tert-butyl 3-(2-(3-bromo-2-methylphenoxy)ethyl)piperidine-1-carboxylate BrC=1C(=C(OCC[C@H]2CN(CCC2)C(=O)OC(C)(C)C)C=CC1)C